(E)-1-(3,4-dimethoxy-5-(methylseleno)phenyl)-3-(3-methoxyphenyl)-2-methylpropan-2-en-1-one COC=1C=C(C=C(C1OC)[Se]C)C(\C(=C\C1=CC(=CC=C1)OC)\C)=O